FC(O[C@H]1C[C@H](C1)C=1N=C(OC1)C12CC(C1)(C2)N)(F)F 3-(4-(cis-3-(trifluoromethoxy)cyclobutyl)oxazol-2-yl)bicyclo[1.1.1]pentan-1-amine